[Na+].[Na+].P(=O)([O-])([O-])OC[C@@H]1[C@H]([C@H]([C@@H](O1)N1C(=O)NC(=O)C=C1)O)O Uridine 5'-monophosphate disodium